2-(dimethylamino)-N-(4-(3-(piperidin-1-yl)cyclobutyloxy)phenyl)acetamide CN(CC(=O)NC1=CC=C(C=C1)OC1CC(C1)N1CCCCC1)C